C1=CC(=CC=2C3=CC=CC=C3C3(C12)C1=CC=CC=C1C=1C=CC=CC13)C=1C=C(C=CC1)C1=CC(=CC=C1)C1=NC(=CC(=N1)C1=CC=CC=C1)C1=CC=CC=C1 2-(3'-(9,9'-spirobi[fluoren]-3-yl)-[1,1'-biphenyl]-3-yl)-4,6-diphenylpyrimidine